C(CC)C=1C=C(C=CC1C1(CC(=C(C2=CC=CC=C12)N)\N=N\[H])C(=O)O)C1=CC(=C(C=C1)C1(CC(=C(C2=CC=CC=C12)N)\N=N\[H])C(=O)O)CCC 1,1'-(3,3'-dipropyl[1,1'-biphenyl]-4,4'-diyl)bis{4-amino-3-[(E)-diazenyl]naphthalene-1-carboxylic acid}